ClC=1C(=CC2=C(CCN([C@@H]3[C@@H]2C=2C=CC=CC2CC3)C)C1)O (6aS,13bR)-11-chloro-7-methyl-5,6,6a,8,9,13b-hexahydronaphtho[1,2-a][3]benzazepin-12-ol